glutamic acid-5-ethyl ester C(C)OC(CC[C@H](N)C(=O)O)=O